ClC1=C2CCN(C(C2=CC(=C1OCCCl)Cl)C1=CC=C(C=C1)OC)C 5,7-Dichloro-6-(2-chloroethoxy)-1-(4-methoxyphenyl)-2-methyl-1,2,3,4-tetrahydroisoquinoline